1-(4-(4-((3-methyl-4-((1-methyl-1H-benzo[d]imidazol-5-yl)oxy)phenyl)amino)pyrrolo[2,1-f][1,2,4]triazin-5-yl)piperazin-1-yl)prop-2-en-1-one CC=1C=C(C=CC1OC1=CC2=C(N(C=N2)C)C=C1)NC1=NC=NN2C1=C(C=C2)N2CCN(CC2)C(C=C)=O